ClC1=C(C=C2CCNC2=C1)CCCl 6-chloro-5-(2-chloroethyl)-1,3-dihydro-indole